COC([C@@](CC1=CC(=C(C=C1)O)O)(C)N)=O (2S)-2-amino-3-(3,4-dihydroxyphenyl)-2-methylpropanoic acid methyl ester